(2-((2R,3S,4S,5S,6R)-6-(4-(3-(hex-5-yn-1-yl)ureido)-2-methylphenoxy)-3,4,5-trihydroxytetrahydro-2H-pyran-2-yl)ethyl)phosphonic acid C(CCCC#C)NC(NC1=CC(=C(O[C@@H]2[C@H]([C@H]([C@@H]([C@H](O2)CCP(O)(O)=O)O)O)O)C=C1)C)=O